1-(1-(2,3-dihydroxy-2-methylpropyl)-1H-pyrazol-4-yl)-6-methylpiperidine-3-carbohydrazide OC(CN1N=CC(=C1)N1CC(CCC1C)C(=O)NN)(CO)C